1-heptyldecyl 8-[3-[2-[2-[2-(2-hydroxyethoxy)ethoxy]ethoxy]ethoxy]-2-[8-(1-octylnonoxy)-8-oxo-octoxy]propoxy]octanoate OCCOCCOCCOCCOCC(COCCCCCCCC(=O)OC(CCCCCCCCC)CCCCCCC)OCCCCCCCC(=O)OC(CCCCCCCC)CCCCCCCC